CC1C(CCC(=C1)C)CC=O 2-(2,4-dimethylcyclohex-3-en-1-yl)acetaldehyde